FC1=C(C(=CC2=C1N=CS2)F)NC2=C1C(=NC=C2)SC(=C1)C1C(NCCC1)C 4,6-Difluoro-N-(2-(2-methylpiperidin-3-yl)thieno[2,3-b]pyridin-4-yl)benzo[d]thiazol-5-amine